2-phenyl-5-(trifluoromethyl)oxazole-4-carboxamide C1(=CC=CC=C1)C=1OC(=C(N1)C(=O)N)C(F)(F)F